2-[[2-(2-chlorophenyl)acetyl]amino]-4-[[3-fluoro-2-methoxy-propyl]-[4-(5,6,7,8-tetrahydro-1,8-naphthyridin-2-yl)butyl]amino]butanoic acid ClC1=C(C=CC=C1)CC(=O)NC(C(=O)O)CCN(CCCCC1=NC=2NCCCC2C=C1)CC(CF)OC